(±)-3-({2-[(6-methoxy-2-methyl-1,2,3,4-tetrahydroisoquinolin-7-yl)amino]quinazolin-7-yl}amino)cyclohexan-1-ol COC=1C=C2CCN(CC2=CC1NC1=NC2=CC(=CC=C2C=N1)NC1CC(CCC1)O)C